N/C(=C/C#N)/C1CCCC1 (E)-3-amino-3-cyclopentyl-prop-2-enenitrile